FC1=C(C=C(C(=C1)C1(CC1)C(=O)OC)O)CC(=O)O 2-[2-Fluoro-5-hydroxy-4-(1-methoxycarbonylcyclopropyl)phenyl]acetic acid